2-(propan-2-yloxy)benzaldehyde CC(C)OC1=C(C=O)C=CC=C1